C(C1=CC=CC=C1)OC([C@H](O)C)=O (R)-(+)-lactic acid benzyl ester